ClC1=NC=C(C(=C1)N1C[C@H]([C@H](CC1)OC)NC(OC(C)(C)C)=O)I tert-butyl N-[(3R,4S)-1-(2-chloro-5-iodo-4-pyridyl)-4-methoxy-3-piperidyl]carbamate